N[C@H]1CN(C[C@@H](C1)F)C(=O)C=1C=CC=2N(C1)N=C(C2C)C=2N(C1=CC(=CC=C1C2)C2=CC=C(C(=O)N)C=C2)CC2CC2 4-(2-{6-[(3R,5R)-3-Amino-5-fluoropiperidine-1-carbonyl]-3-methylpyrazolo[1,5-a]pyridin-2-yl}-1-(cyclopropylmethyl)-1H-indol-6-yl)benzamide